4-amino-N-cyclobutyl-N-((6-(trifluoromethyl)-3-pyridazinyl)methyl)-1,3-dihydrofuro[3,4-c]quinoline-8-carboxamide NC1=NC=2C=CC(=CC2C2=C1COC2)C(=O)N(CC=2N=NC(=CC2)C(F)(F)F)C2CCC2